NCCCCCCNCC=1NC2=CC=CC=C2C1C1NC(C2=CC=C(C=C12)O)=O 3-{2-[(6-amino-hexylamino)-methyl]-1H-indol-3-yl}-5-hydroxy-2,3-dihydro-isoindol-1-one